NC1=NC=CC(=N1)N1C(=CC2=CC=C(C=C12)Br)C(=O)NCCOC (2-aminopyrimidin-4-yl)-6-bromo-N-(2-methoxyethyl)-1H-indole-2-carboxamide